(E)-4-(2-(acryloyloxy)ethoxy)-4-oxo-but-2-enoic acid C(C=C)(=O)OCCOC(/C=C/C(=O)O)=O